1,2,3-trifluoro-5-isocyanatobenzene FC1=C(C(=CC(=C1)N=C=O)F)F